5-methoxychromanol COC1=C2CCC(OC2=CC=C1)O